ruthenium-platinum-cerium hydrochloric acid Cl.[Ce].[Pt].[Ru]